C(C)(C)(C)C=1N=C(C2=C(N1)N(N=N2)CC2=C(C=CC=C2)CCS(=O)(=O)F)N2CC(CC2)(F)F 2-[2-[[5-tert-butyl-7-(3,3-difluoropyrrolidin-1-yl)triazolo[4,5-d]pyrimidin-3-yl]methyl]phenyl]ethanesulfonyl fluoride